1H-pyrazolo[4,3-c]pyridine-7-carboxamide N1N=CC=2C=NC=C(C21)C(=O)N